ClC1=NC=C(C(=N1)NC=1C(=C2N=CC=NC2=CC1)P(C)(C)=O)C (6-((2-chloro-5-methylpyrimidin-4-yl)amino)quinoxalin-5-yl)dimethylphosphine oxide